The molecule is an alpha,omega-dicarboxylic acid resulting from the formal oxidation of each of the terminal methyl groups of butane to the corresponding carboxy group. It is an intermediate metabolite in the citric acid cycle. It has a role as a nutraceutical, a radiation protective agent, an anti-ulcer drug, a micronutrient and a fundamental metabolite. It is an alpha,omega-dicarboxylic acid and a C4-dicarboxylic acid. It is a conjugate acid of a succinate(1-). C(CC(=O)O)C(=O)O